C(C)S(=O)(=O)N1CCC2(CC[C@H]([C@H]2O)[C@H]2N3C(C4=CC=CC=C24)=CN=C3)CC1 (1R,2S)-8-(Ethylsulfonyl)-2-((R)-5H-imidazo[5,1-a]isoindol-5-yl)-8-azaspiro[4.5]decan-1-ol